ClC=1C=C(C=CC1)C1(CC1)C=1NC(C=2CN(CCCC2N1)C(C(O)C1=CC(=CC=C1)C1CC1)=O)=O 2-(1-(3-chlorophenyl)cyclopropyl)-6-(2-(3-cyclopropylphenyl)-2-hydroxyacetyl)-3,5,6,7,8,9-hexahydro-4H-pyrimido[5,4-c]azepin-4-one